C(CCCCC(=O)O)(=O)O.C(CCCC)(N)N pentanediamine-adipic acid salt